(4-(5-(5-(2,3-dihydro-1H-inden-4-yl)-6-methoxy-1H-pyrazolo[4,3-b]pyridin-3-yl)pyridin-2-yl)piperidin-1-yl)ethan-1-one Ethyl-isovalerate (ethyl-3-methylbutyrate) C(C)C(C(=O)O)C(C)C.C(C)OC(CC(C)C)=O.C1CCC2=C(C=CC=C12)C1=C(C=C2C(=N1)C(=NN2)C=2C=CC(=NC2)C2CCN(CC2)C(C)=O)OC